C(C=C)OC1=CC=C(C(=C1[C@@H]1CC2=NN=C(N2C1)CCO)Cl)Cl (S)-2-(6-(6-(allyloxy)-2,3-dichlorophenyl)-6,7-dihydro-5H-pyrrolo[2,1-c][1,2,4]triazol-3-yl)ethan-1-ol